(R)-8-cyclopentyl-7-ethyl-2-{[1-(ethylsulfonyl)-6-methoxyindol-5-yl]amino}-5-methyl-7,8-dihydropterin C1(CCCC1)N1C(CN(C=2C(N[C@](NC12)(N)NC=1C=C2C=CN(C2=CC1OC)S(=O)(=O)CC)=O)C)CC